5-((6-(4-(4-chlorophenyl)piperidin-1-yl)-6-oxohexyl)amino)-2-(2,6-dioxopiperidin-3-yl)isoindoline-1,3-dione ClC1=CC=C(C=C1)C1CCN(CC1)C(CCCCCNC=1C=C2C(N(C(C2=CC1)=O)C1C(NC(CC1)=O)=O)=O)=O